ethyl 4-acetoxy-6-ethyl-2,6-dimethylcyclohex-2-ene-1-carboxylate C(C)(=O)OC1C=C(C(C(C1)(C)CC)C(=O)OCC)C